4-Fluorodispiro[indene-1,1'-cyclohexane-3',2''-[1,3]dioxolane] FC1=C2C=CC3(CC4(OCCO4)CCC3)C2=CC=C1